undec-7-ene 2-(3-benzoylphenyl)propionate C(C1=CC=CC=C1)(=O)C=1C=C(C=CC1)C(C(=O)O)C.CCCCCCC=CCCC